3-(5-(1-((4-(fluoromethyl)cyclohexyl)methyl)piperidin-4-yl)-1-oxoisoindolin-2-yl)piperidine-2,6-dione FCC1CCC(CC1)CN1CCC(CC1)C=1C=C2CN(C(C2=CC1)=O)C1C(NC(CC1)=O)=O